CC1(CC2(OCCO2)CCC1N)C 7,7-dimethyl-1,4-dioxaspiro[4.5]decan-8-amine